5-Bromo-1-methyl-pyrazolo-[3,4-b]-pyridine BrC=1C=C2C(=NC1)N(N=C2)C